2'-deoxypropynyl-cytidine tertbutyl-(3R,5R)-3-(2-bromo-6-chloropyridin-4-yl)-5-methylpiperazine-1-carboxylate C(C)(C)(C)C1N(C[C@H](N[C@@H]1C1=CC(=NC(=C1)Cl)Br)C)C(=O)OC[C@@H]1[C@H](C[C@@](O1)(N1C(=O)N=C(N)C=C1)C#CC)O